ClC=1C=CC(=NC1)NC([C@H](C)N1C[C@@](CCC1)(C(F)(F)F)OC)=O (S)-N-(5-chloropyridin-2-yl)-2-((S)-3-methoxy-3-(trifluoromethyl)piperidin-1-yl)propanamide